3-hydroxy-3-(2-methoxy-phenyl)-2-oxo-2,3-dihydro-1H-indole OC1(C(NC2=CC=CC=C12)=O)C1=C(C=CC=C1)OC